ClC=1N=C2C(=NC1N1CCC3(CC1)CC1=CC(=CC=C1[C@H]3NC(OC(C)(C)C)=O)F)N(N=C2I)C2OCCCC2 tert-butyl N-[(3S)-1'-[5-chloro-3-iodo-1-(oxan-2-yl)-1H-pyrazolo[3,4-b]pyrazin-6-yl]-6-fluoro-1,3-dihydrospiro[indene-2,4'-piperidin]-3-yl]carbamate